rac-N,N-dimethyl-2-(3-(5-(piperidin-1-ylmethyl)-5,6-dihydro-1,4,2-dioxazin-3-yl)piperidin-1-yl)acetamide CN(C(CN1CC(CCC1)C1=NOCC(O1)CN1CCCCC1)=O)C